FC(C1=NC(=NO1)C1=CC=C(C=C1)NC(CC)=O)(F)F N-{4-[5-(trifluoromethyl)-1,2,4-oxadiazol-3-yl]phenyl}propionamide